(R)-2-(3-((2-chloro-3-(3'-chloro-6-methoxy-5-((((5-oxopyrrolidin-2-yl)methyl)amino)methyl)-[2,4'-bipyridin]-2'-yl)phenyl)amino)-2-fluorobenzyl)-2,6-diazaspiro[3.4]octan-7-one ClC1=C(C=CC=C1C1=NC=CC(=C1Cl)C1=NC(=C(C=C1)CNC[C@@H]1NC(CC1)=O)OC)NC=1C(=C(CN2CC3(C2)CNC(C3)=O)C=CC1)F